N-(2-Fluoro-5-morpholin-4-ylmethyl-phenyl)-4-[4-(4-fluoro-phenyl)-5-methylsulfanyl-pyrimidin-2-ylamino]-benzamide FC1=C(C=C(C=C1)CN1CCOCC1)NC(C1=CC=C(C=C1)NC1=NC=C(C(=N1)C1=CC=C(C=C1)F)SC)=O